(S)-5-(3-{5-[(R)-(1,3-dimethyl-azetidin-3-yl)-hydroxy-(4-isopropyl-phenyl)-methyl]-pyridin-3-yl}-[1,2,4]Oxadiazol-5-yl)-pyrrolidin-2-one CN1CC(C1)(C)[C@@](C=1C=C(C=NC1)C1=NOC(=N1)[C@@H]1CCC(N1)=O)(C1=CC=C(C=C1)C(C)C)O